OC1(C(N(CC1)C)=O)C1=NN(C(=C1)C=1C=C(C=CC1)C1=CC=CC(=N1)C(=O)N)C 6-(3-(3-(3-hydroxy-1-methyl-2-oxopyrrolidin-3-yl)-1-methyl-1H-pyrazol-5-yl)phenyl)pyridineamide